8-bromo-1,3,4,5-tetrahydro-2H-benzo[b]azepin-2-one BrC=1C=CC2=C(NC(CCC2)=O)C1